2-((1-(7-methyl-2-(1-methyl-1H-pyrazol-3-yl)-4-oxo-4H-pyrido[1,2-a]pyrimidin-9-yl)ethyl)amino)benzoic acid CC=1C=C(C=2N(C(C=C(N2)C2=NN(C=C2)C)=O)C1)C(C)NC1=C(C(=O)O)C=CC=C1